COC1=CC=2N(C=C1S(=O)(=O)C(C)(C)C)C(=CN2)C2=C1C=NNC1=CC(=C2)N 4-[7-Methoxy-6-(2-methylpropane-2-sulfonyl)imidazo[1,2-a]pyridin-3-yl]-1H-indazol-6-amine